4-((tert-butyldiphenylsilyl)oxy)-7-bromo-1,2,3,4-tetrahydro-2,4-methylene-1,8-naphthyridine [Si](C1=CC=CC=C1)(C1=CC=CC=C1)(C(C)(C)C)OC12CC(NC3=NC(=CC=C13)Br)C2